(3R)-3-amino-5-[(4-chlorophenyl)methyl]-7-[5-(4,4-difluoro-1-piperidyl)-1,2,4-oxadiazol-3-yl]-8-fluoro-1,1-dioxo-2,3-dihydro-1lambda6,5-benzothiazepin-4-one N[C@H]1CS(C2=C(N(C1=O)CC1=CC=C(C=C1)Cl)C=C(C(=C2)F)C2=NOC(=N2)N2CCC(CC2)(F)F)(=O)=O